(2-Morpholin-4-yl-ethyl)-2H-pyrazol-3-ylamine N1(CCOCC1)CCNC=1NN=CC1